C(C)NC(=O)NC1=NC2=C(N1)C=CC(=C2)C2=C(C(=CC=C2)CC2=NNC(C1=CC=CC=C21)=O)F 1-Ethyl-3-(5-(2-fluoro-3-((4-oxo-3,4-dihydrophthalazin-1-yl)methyl)phenyl)-1H-benzoimidazol-2-yl)urea